(2-chloro-6'-methyl-spiro[4,5-dihydrothieno[2,3-c]pyran-7,4'-piperidine]-2'-yl)methyl benzoate C(C1=CC=CC=C1)(=O)OCC1NC(CC2(C1)OCCC1=C2SC(=C1)Cl)C